N-(4-fluoro-3-methylphenyl)-5-(2-(((1r,4r)-4-(hydroxymethyl)cyclohexyl)amino)-2-oxoacetyl)-1,2,4-trimethyl-1H-pyrrole-3-carboxamide FC1=C(C=C(C=C1)NC(=O)C1=C(N(C(=C1C)C(C(=O)NC1CCC(CC1)CO)=O)C)C)C